CC(C)OCC=1C=C2C=3C4=C(C5=C(C3N(C2=CC1)CCCO)CC1=CC=CC=C15)C(NC4)=O 9-(1-Methylethoxy)methyl-12-(3-hydroxypropyl)-6H,7H,13H-indeno[2,1-a]pyrrolo[3,4-c]carbazol-5-one